4-((2S,4r,6S)-2-cyano-7-((5-methoxy-7-methyl-1H-indol-4-yl)methyl)-7-azaspiro[3.5]nonan-6-yl)-N-((3,3-difluorocyclobutyl)methyl)benzamide C(#N)C1CC2(C1)C[C@H](N(CC2)CC2=C1C=CNC1=C(C=C2OC)C)C2=CC=C(C(=O)NCC1CC(C1)(F)F)C=C2